C(C1=CC=CC=C1)OC1[C@@H]2[C@H](N([C@H](C1)CC2)C(C(C2=CC=CC=C2)C2=CC=CC=C2)=O)C(=O)O (1S,3S,4S)-5-(benzyloxy)-2-(2,2-diphenylacetyl)-2-azabicyclo[2.2.2]octane-3-carboxylic acid